6-chloro-N-[(1S)-2-[[(1S)-1-cyano-2-[(3S)-2-oxo-3-piperidyl]ethyl]amino]-1-(cyclopropylmethyl)-2-oxo-ethyl]-4-fluoro-1H-indole-2-carboxamide ClC1=CC(=C2C=C(NC2=C1)C(=O)N[C@H](C(=O)N[C@@H](C[C@H]1C(NCCC1)=O)C#N)CC1CC1)F